4-(3-(4-(4-(4-(dimethylamino)but-2-enoyl)piperazin-1-yl)-5-fluoropyridin-4-yl)-2-methylbenzyl)-1,2,4-oxadiazole-3-carboxamide CN(CC=CC(=O)N1CCN(CC1)C1(CC=NC=C1F)C=1C(=C(CN2C(=NOC2)C(=O)N)C=CC1)C)C